diethyl-spiro[3.3]heptane-1,1-dicarboxylic acid C(C)C1(C(C2(C1)CCC2)(C(=O)O)C(=O)O)CC